CC1=NNC(=C1C=1C=CC(=NC1)NC([C@H](C1CCC(CC1)C)NC(=O)C=1N(N=CC1)C(C)C)=O)C N-[(1S)-2-[[5-(3,5-dimethyl-1H-pyrazol-4-yl)-2-pyridyl]amino]-1-(4-methylcyclohexyl)-2-oxo-ethyl]-2-isopropyl-pyrazole-3-carboxamide